C(C)(C)(C)P(C(C)(C)C)CC1C(CCC1)CP(C(C)(C)C)C(C)(C)C 1,2-bis(di-tert-butylphosphinomethyl)cyclopentane